C(C)NCCC1=CNC2=CC=C3C(=C12)OCCC3 N-ethyl-2-(2,3,4,7-tetrahydropyrano[2,3-e]indol-9-yl)ethan-1-amine